2-(4-(trifluoromethyl)-3,4-dihydro-2H-pyrrolo[3',2':5,6]Pyrido[2,3-b][1,4]Oxazepin-1(7H)-yl)benzoic acid methyl ester COC(C1=C(C=CC=C1)N1C2=C(OC(CC1)C(F)(F)F)N=C1C(=C2)C=CN1)=O